(2,4-di-tert-butylphenyl-4,4'-biphenyl) bisphosphonite P(O)O.P(O)O.C(C)(C)(C)C1=C(C=CC(=C1)C(C)(C)C)C1=CC=C(C=C1)C1=CC=CC=C1